7-methyl-1H-benzofuran CC1=CC=CC=2C=COC21